lithium dihydroxyphenylacrylate OC(=C(C(=O)[O-])C1=CC=CC=C1)O.[Li+]